C(C)[O-].C(C)[O-].[Na+].[Na+] sodium diethanolate